[(1R,2S,3R,4R)-2,3-dihydroxy-4-[(sulfamoylamino)methyl]cyclopentyl]-5-[2-(2-fluoro-6-methylsulfanyl-phenyl)ethynyl]pyrrolo[2,3-d]pyrimidine O[C@H]1[C@H](C[C@@H]([C@H]1O)CNS(N)(=O)=O)C1=NC=C2C(N1)=NC=C2C#CC2=C(C=CC=C2SC)F